BrCC=1C(=NC=CC1)C1=CC(=C(C=C1)F)OC (bromomethyl)-2-(4-fluoro-3-methoxyphenyl)pyridine